COC(=O)C(C(C)C)C1=CC(=NO1)OC1N(CCCC1)C(=O)[O-] [5-(1-methoxycarbonyl-2-methyl-propyl)isoxazol-3-yl]oxypiperidine-1-carboxylate